FC=1C=C2C(NN=C(C2=CC1F)[C@H](C)N(C(=O)C=1NC2=CC=CC(=C2C1)F)C)=O (S)-N-(1-(6,7-difluoro-4-oxo-3,4-dihydrophthalazin-1-yl)ethyl)-4-fluoro-N-methyl-1H-indole-2-carboxamide